C(CCC)[C@H]1C=C[C@H](C(N1)=O)CC=1C=NC=CC1 (3R,6S)-6-butyl-3-(pyridin-3-ylmethyl)-3,6-dihydropyridin-2(1H)-one